OC1CC(OC1)OCCCC 4-hydroxy-2-butoxytetrahydrofuran